tert-butyl 5-methoxy-4-((2-(4-(methoxycarbonyl)phenyl)-4-(prop-2-yn-1-yl)piperazin-1-yl)methyl)-7-methyl-1H-indole-1-carboxylate COC=1C(=C2C=CN(C2=C(C1)C)C(=O)OC(C)(C)C)CN1C(CN(CC1)CC#C)C1=CC=C(C=C1)C(=O)OC